oxazol-5-ylmethyl (4-((8-(cyclobutylsulfonyl)-8-azabicyclo[3.2.1]octan-3-yl)methyl)phenyl)carbamate C1(CCC1)S(=O)(=O)N1C2CC(CC1CC2)CC2=CC=C(C=C2)NC(OCC2=CN=CO2)=O